N-(3-chloro-5-methoxyphenyl)-5,5-difluoro-1-(3-fluoro-5-(pyridin-4-yl)benzoyl)piperidine-3-carboxamide ClC=1C=C(C=C(C1)OC)NC(=O)C1CN(CC(C1)(F)F)C(C1=CC(=CC(=C1)C1=CC=NC=C1)F)=O